2-(4-methoxy-4-oxobutanoylamino)-4-methylbenzoic acid methyl ester COC(C1=C(C=C(C=C1)C)NC(CCC(=O)OC)=O)=O